(1S,2S)-2-fluoro-N-[2-(4-methoxy-2-methylpyrimidin-5-yl)-1-methylpyrrolo[2,3-c]pyridin-5-yl]cyclopropane-1-carboxamide F[C@@H]1[C@@H](C1)C(=O)NC=1C=C2C(=CN1)N(C(=C2)C=2C(=NC(=NC2)C)OC)C